(S)-tert-Butyl 3-(4-(7-methoxyquinolin-4-yl)piperazine-1-carbonyl)pyrrolidine-1-carboxylate COC1=CC=C2C(=CC=NC2=C1)N1CCN(CC1)C(=O)[C@@H]1CN(CC1)C(=O)OC(C)(C)C